((1-(oxetan-3-yl)ethyl)amino)isoindolin O1CC(C1)C(C)NC1NCC2=CC=CC=C12